FC1=CC=C(C=C1)C1=NOC(=N1)C1C2CN(C(C1)C2)C(CC2=NC(=NO2)C)=O 1-(5-(3-(4-fluorophenyl)-1,2,4-oxadiazol-5-yl)-2-azabicyclo[2.2.1]heptan-2-yl)-2-(3-methyl-1,2,4-oxadiazol-5-yl)ethan-1-one